4-(3-bromo-4-fluorophenyl)-3-(4-((2-(5-carbonyl-4,5-dihydro-1H-1,2,4-triazol-3-yl)ethyl)amino)-1,2,5-oxadiazol-3-yl)-1,2,4-oxadiazol-5(4H)-one BrC=1C=C(C=CC1F)N1C(=NOC1=O)C1=NON=C1NCCC1=NNC(N1)=C=O